tert-Butyl 4-[[4-[2-(2-fluoroethoxy)ethoxy]phenyl]-hydroxy-phenyl-methyl]piperidine-1-carboxylate FCCOCCOC1=CC=C(C=C1)C(C1CCN(CC1)C(=O)OC(C)(C)C)(C1=CC=CC=C1)O